BrC=1C=C(C(=NC1)OCCC(C)N(C)C)[N+](=O)[O-] 4-((5-Bromo-3-nitropyridin-2-yl)oxy)-N,N-dimethylbutan-2-amine